2-((2-azaspiro[3.3]heptan-6-yl)amino)-8-(isopropylamino)pyrido[3,4-d]pyrimidine-6-carbonitrile C1NCC12CC(C2)NC=2N=CC1=C(N2)C(=NC(=C1)C#N)NC(C)C